C1(CC1)CN1N=C(C(=C1)CC=1C=NC=CN1)C 3-((1-(cyclopropylmethyl)-3-methyl-1H-pyrazol-4-yl)methyl)pyrazine